FC(C1=CC=C(C=C1)C1=CC=CC(=N1)COCC1CN(CC12CNC2)C(=O)[O-])(F)F 8-(((6-(4-(trifluoromethyl) phenyl)pyridin-2-yl)methoxy)methyl)-2,6-diazaspiro[3.4]octane-6-carboxylate